S1C(CCC1)C(=O)O[C@H]1[C@H](NC[C@@H]1O)CC1=CC=C(C=C1)OC (2R,3S,4S)-4-hydroxy-2-[(4-methoxyphenyl)methyl]pyrrolidin-3-yl thiolane-2-carboxylate